4-methyl-1,2-diisopropenylbenzene CC1=CC(=C(C=C1)C(=C)C)C(=C)C